(5-(1-methylpiperidine-4-yl)pyridin-2-yl)pyrimidin-2-amine CN1CCC(CC1)C=1C=CC(=NC1)C1=NC(=NC=C1)N